N-(7-methoxy-4-(1-methyl-3-phenyl-1H-pyrazol-4-yl)pyrido[3,2-d]pyrimidin-6-yl)-3-methyl-1-(trifluoromethyl)-1H-pyrazole-4-carboxamide COC1=CC=2N=CN=C(C2N=C1NC(=O)C=1C(=NN(C1)C(F)(F)F)C)C=1C(=NN(C1)C)C1=CC=CC=C1